C12(CC3CC(CC(C1)C3)C2)CN2C(NC(C3=C2C=CN3)=O)=S 1-(1-adamantylmethyl)-2-thioxo-1,2,3,5-tetrahydro-4H-pyrrolo[3,2-d]pyrimidin-4-one